ClC1=C(C=CC(=C1)F)CC(=O)NC1=CC(=C(C=C1)COC=1C=NN(C1)C(F)F)S(N)(=O)=O 2-(2-Chloro-4-fluorophenyl)-N-(4-(((1-(difluoromethyl)-1H-pyrazol-4-yl)oxy)methyl)-3-Sulfamoylphenyl)acetamide